(R)-2-METHYLPENT-4-ENE-1-SULFONAMIDE C[C@@H](CS(=O)(=O)N)CC=C